N-{[2,5-dioxo-4-(1,3-thiazol-4-yl)imidazolidin-4-yl]methyl}-4'-(trifluoromethyl)[biphenyl]-2-carboxamide O=C1NC(C(N1)(C=1N=CSC1)CNC(=O)C=1C(=CC=CC1)C1=CC=C(C=C1)C(F)(F)F)=O